C12CCC(CC1)N2C2=C(C=C(C(=O)NC1=C(C=C(C=C1)F)CC(=O)O)C=C2)NC(=O)C2=NN(C1=CC=CC=C21)CC(F)(F)F 2-(2-(4-((1s,4s)-7-azabicyclo[2.2.1]heptan-7-yl)-3-(1-(2,2,2-trifluoroethyl)-1H-indazole-3-carboxamido)benzamido)-5-fluorophenyl)acetic acid